1-cyclobutylethan-1-one C1(CCC1)C(C)=O